CC(C[C@@H](C(NNC[C@H]1C(NCC1)=O)=O)N1C([C@H](CC1)NC(C)=O)=O)C N-((S)-1-((S)-4-methyl-1-oxo-1-(2-(((S)-2-oxopyrrolidin-3-yl)methyl)hydrazineyl)pentan-2-yl)-2-oxopyrrolidin-3-yl)acetamide